O=C1CCC(CC1)C(=O)N 4-Oxocyclohexane-1-carboxamide